[Ba+2].[O-2].[Zn+2].[O-2] zinc oxide barium